N1C(=NC=C1)C1=CC=2C(=NC=CC2NC(=O)C2CCC(CC2)C(C)NC(OC(C)(C)C)=O)N1COCC[Si](C)(C)C tert-butyl (1-((1r,4r)-4-((2-(1H-imidazol-2-yl)-1-((2-(trimethylsilyl)ethoxy)methyl)-1H-pyrrolo[2,3-b]pyridin-4-yl)carbamoyl)cyclohexyl)ethyl)carbamate